CC1C2=C[C@H]3CCCN3[C@@H]21 methyl-(1Ar,5Ar,6Ar)-hexahydrocyclopropa[b]pyrrolizine